[4-(3-aminophenyl)-1-(4-aminophenyl)-1H-pyrrol-2-yl](3,4,5-trimethoxyphenyl)methanone NC=1C=C(C=CC1)C=1C=C(N(C1)C1=CC=C(C=C1)N)C(=O)C1=CC(=C(C(=C1)OC)OC)OC